N-(4-Fluoro-3-(4-Methylpiperazin-1-yl)Phenyl)-4-Hydroxy-1-Isobutyl-2-Oxo-1,2-Dihydroquinoline-3-Carboxamide Hydrochloride Salt Cl.FC1=C(C=C(C=C1)NC(=O)C=1C(N(C2=CC=CC=C2C1O)CC(C)C)=O)N1CCN(CC1)C